CN1C(C(=C(C=C1C)C(F)(F)F)C=1C=CC(=C2CCCOC12)CCC(=O)O)=O 3-(8-(1,6-dimethyl-2-oxo-4-(trifluoromethyl)-1,2-dihydropyridin-3-yl)chroman-5-yl)propionic acid